CC1=C(SC2=C1C=CC(=C2Cl)O)N(CC2=C(C=CC=C2)C#N)C(C)=O Methyl-2-[acetyl(2-cyanobenzyl)amino]-7-chloro-6-hydroxy-1-benzothiophene